FC1=CC(=C(C=C1)NC=1C2=C(N=CN1)C=CC(=N2)N2CCC(CC2)N2CCN(CC2)C)OC(C)C N-(4-fluoro-2-isopropoxyphenyl)-6-(4-(4-methylpiperazin-1-yl)piperidin-1-yl)pyrido[3,2-d]pyrimidin-4-amine